2-(7-(4-methoxybenzyl)-8-methyl-5,6,7,8-tetrahydroimidazo[1,5-a]Pyrazin-3-yl)-4-methylthiazole COC1=CC=C(CN2C(C=3N(CC2)C(=NC3)C=3SC=C(N3)C)C)C=C1